(S)-N-(pyrrolidin-3-ylmethyl)-2-(p-tolyl)benzo[d]imidazo[2,1-b]thiazole N1CC(CC1)CN1C(=CN2[C@H]1SC1=C2C=CC=C1)C1=CC=C(C=C1)C